2-(4,4-difluoroazepan-1-yl)-7-(trifluoromethoxy)quinoline-3-carboxylic acid FC1(CCN(CCC1)C1=NC2=CC(=CC=C2C=C1C(=O)O)OC(F)(F)F)F